3-{4-[(3-chlorobenzene-1-carbonyl)amino]phenyl}-N-(2-methylcyclopropyl)oxetane-3-carboxamide ClC=1C=C(C=CC1)C(=O)NC1=CC=C(C=C1)C1(COC1)C(=O)NC1C(C1)C